N1(N=CN=C1)C1=CC=C(C=C1)SC=1C=CC(=C(N)C1)[N+](=O)[O-] 5-((4-(1H-1,2,4-triazol-1-yl)phenyl)thio)-2-nitroaniline